3-(Cyclohexyl)-propionitrile C1(CCCCC1)CCC#N